3-(methylthio)-1,2,4-triazine-6-carboxylic acid CSC=1N=NC(=CN1)C(=O)O